2-((5-fluoro-2-((4-phenoxyphenyl)amino)pyrimidin-4-yl)amino)benzoic acid methyl ester COC(C1=C(C=CC=C1)NC1=NC(=NC=C1F)NC1=CC=C(C=C1)OC1=CC=CC=C1)=O